Methyl 6-chloro-2'-(difluoromethyl)-5'-methoxy-[4,4'-bipyridine]-3-carboxylate ClC1=CC(=C(C=N1)C(=O)OC)C1=CC(=NC=C1OC)C(F)F